acetic acid, n-propyl ester C(C)(=O)OCCC